cholestan-6-one CC(C)CCC[C@@H](C)[C@H]1CC[C@H]2[C@@H]3CC(C4CCCC[C@]4(C)[C@H]3CC[C@]12C)=O